4-(2,4-difluorophenyl)-2-((2S,4R)-2-(6-methoxypyridin-3-yl)tetrahydro-2H-pyran-4-yl)-6,7-dimethylpteridine FC1=C(C=CC(=C1)F)C1=NC(=NC2=NC(=C(N=C12)C)C)[C@H]1C[C@H](OCC1)C=1C=NC(=CC1)OC